6-(4-(4-fluorophenoxy)phenyl)-N-(2-(piperidin-1-yl)ethyl)-4-(1H-tetrazol-5-yl)picolinamide FC1=CC=C(OC2=CC=C(C=C2)C2=CC(=CC(=N2)C(=O)NCCN2CCCCC2)C2=NN=NN2)C=C1